tert-butyl 4-(7-{[(1R)-1-(2,4-dichlorophenyl)ethyl] amino}-2-methylpyrazolo[4,3-d]pyrimidin-5-yl)piperazine-1-carboxylate ClC1=C(C=CC(=C1)Cl)[C@@H](C)NC=1C=2C(N=C(N1)N1CCN(CC1)C(=O)OC(C)(C)C)=CN(N2)C